tert-butyl ((2S)-1-((tert-butyldiphenylsilyl)oxy)-3-((7-(5-chloro-2,4-difluorophenyl)-2,4-dioxo-6-(trifluoromethyl)-1,2,3,4-tetrahydroquinazolin-8-yl)thio)propan-2-yl)carbamate [Si](C1=CC=CC=C1)(C1=CC=CC=C1)(C(C)(C)C)OC[C@@H](CSC=1C(=C(C=C2C(NC(NC12)=O)=O)C(F)(F)F)C1=C(C=C(C(=C1)Cl)F)F)NC(OC(C)(C)C)=O